6-chloro-N-(4-fluorophenyl)-N-methyl-4-(trifluoromethyl)pyridine-2-carboxamide ClC1=CC(=CC(=N1)C(=O)N(C)C1=CC=C(C=C1)F)C(F)(F)F